(S)-N-((S)-1-amino-3-phenylpropan-2-yl)-3-(5-phenyl-4-methylthiazol-2-yl)-2-acrylamidopropionamide NC[C@H](CC1=CC=CC=C1)NC([C@H](CC=1SC(=C(N1)C)C1=CC=CC=C1)NC(C=C)=O)=O